ClC1=NC=C(C(=N1)OC1=C(C=CC(=C1)[N+](=O)[O-])OC)Cl 2,5-dichloro-4-(2-methoxy-5-nitrophenoxy)pyrimidine